ClC1=C(C=CC=2C=C3N(C12)CCN(C3)C(=O)OC(C)(C)C)Cl tert-butyl 6,7-dichloro-3,4-dihydropyrazino[1,2-a]indole-2(1H)-carboxylate